C(C(=O)OCCC(CC(CC(C)C)CC(C)C)C)(=O)OCC ethyl (5-isobutyl-3,7-dimethyloctyl) oxalate